C1(=CC=CC=C1)[SiH](C1=CC=CC=C1)C1=CC=CC=C1 triphenylsilan